(6-((2-toluenesulfonylhydrazono)methyl)spiro[3.3]hept-2-yl)carbamic acid tert-butyl ester C(C)(C)(C)OC(NC1CC2(C1)CC(C2)C=NNS(=O)(=O)CC2=CC=CC=C2)=O